CC1=CC=C(C2=CC(=CC=C12)C)C 1,6-dimethyl-4-methylnaphthalene